3-(6-chloro-7-(dimethylamino)-1-oxoisoindolin-2-yl)piperidine-2,6-dione ClC1=CC=C2CN(C(C2=C1N(C)C)=O)C1C(NC(CC1)=O)=O